BrC=1C(=NC(=NC1COC)NS(=O)(=O)C1=CNC2=CC(=CC=C12)Cl)OC N-[5-bromo-4-methoxy-6-(methoxymethyl)pyrimidin-2-yl]-6-chloro-1H-indole-3-sulfonamide